BrC=1C=C(SC1[N+](=O)[O-])C=O 4-BROMO-5-NITRO-2-THIOPHENECARBOXALDEHYDE